CC1=CC=C(C=C1)S(=O)(=O)OC1=CC(=C(C(=C1C(=O)N1CC2=CC=CC(=C2C1)NC)OC)C)OS(=O)(=O)C1=CC=C(C=C1)C 5-methoxy-4-methyl-6-(4-(methylamino)isoindoline-2-carbonyl)-1,3-phenylene bis(4-methylbenzenesulfonate)